6-methoxy-N-(5-methyl-1H-pyrazol-3-yl)-2-(piperazin-1-yl)-7-(3-(pyrrolidin-1-yl)propoxy)quinazolin-4-amine COC=1C=C2C(=NC(=NC2=CC1OCCCN1CCCC1)N1CCNCC1)NC1=NNC(=C1)C